C(C)(C)(C)OC(NC=1C(C2=CC=CC=C2C(C1)=O)=O)=O (1,4-dioxo-1,4-dihydronaphthalen-2-yl)carbamic acid tert-butyl ester